C(CCC)N1C(CC(CC1(C)C)N)(C)C butyl-2,2,6,6-tetramethyl-4-piperidineamine